CN1CCN(CC1)C(=O)C=1C=NN2C1C=C(C=C2)C2=CNC1=NC=C(C=C12)CN1CCN(CC1)C (4-methylpiperazin-1-yl)(5-(5-((4-methylpiperazin-1-yl)methyl)-1H-pyrrolo[2,3-b]pyridin-3-yl)pyrazolo[1,5-a]pyridin-3-yl)methanone